4-(benzyloxy)-7-(3-(benzyloxy)naphthalen-1-yl)-8-fluoro-2-(((2R,7aS)-2-fluorotetrahydro-1H-pyrrolizin-7a(5H)-yl)methoxy)pyrido[4,3-d]pyrimidine C(C1=CC=CC=C1)OC=1C2=C(N=C(N1)OC[C@]13CCCN3C[C@@H](C1)F)C(=C(N=C2)C2=CC(=CC1=CC=CC=C21)OCC2=CC=CC=C2)F